C1(CC1)C1=CC=2C(=NC=CC2C2=NC(=CC(=N2)N=S(=O)(C)C)N2[C@@H](COCC2)C)N1 (R)-((2-(2-cyclopropyl-1H-pyrrolo[2,3-b]pyridin-4-yl)-6-(3-methylmorpholino)pyrimidin-4-yl)imino)dimethyl-λ6-sulfanone